(8-methoxy-9-(2-methyl-2H-tetrazol-5-yl)-1-(thiophen-2-yl)-5,6-dihydroimidazo[5,1-a]isoquinolin-3-yl)((S)-2-methyl-2-((R)-3,3,3-trifluoro-1-hydroxypropyl)pyrrolidin-1-yl)methanone COC=1C=C2CCN3C(C2=CC1C=1N=NN(N1)C)=C(N=C3C(=O)N3[C@@](CCC3)([C@@H](CC(F)(F)F)O)C)C=3SC=CC3